1,2-dimethyl-6-[1-(2,2,3,3,3-pentafluoropropyl)-1H-pyrazol-4-yl]-5-(trifluoromethyl)-1H,7H-pyrazolo[1,5-a]pyrimidin-7-one CN1C(=CC=2N1C(C(=C(N2)C(F)(F)F)C=2C=NN(C2)CC(C(F)(F)F)(F)F)=O)C